C(C)(=O)N1CCN(CC1)CC(=O)N[C@H](C(=O)N[C@H](C(=O)OC)CC1=CC=C(C=C1)OC)C methyl (2S)-2-[(2S)-2-[2-(4-acetylpiperazin-1-yl)acetamido]propionamido]-3-(4-methoxyphenyl)propanoate